2,2'-Diacetyl-biphenyl C(C)(=O)C1=C(C=CC=C1)C1=C(C=CC=C1)C(C)=O